(S)-N-((5-chloro-6-((3-methylisoxazol-5-yl)methoxy)-1H-indol-2-yl)methyl)-2-(oxetan-3-yl)propenamide ClC=1C=C2C=C(NC2=CC1OCC1=CC(=NO1)C)CNC(C(=C)C1COC1)=O